methyl 4-(3-(((tert-butyldiphenylsilyl) oxy) methyl) pent-1-yn-1-yl)-2-methoxybenzoate [Si](C1=CC=CC=C1)(C1=CC=CC=C1)(C(C)(C)C)OCC(C#CC1=CC(=C(C(=O)OC)C=C1)OC)CC